6-methoxy-3-(2-((methylsulfonyl)oxy)propyl)-1H-indole-1-carboxylic acid tert-butyl ester C(C)(C)(C)OC(=O)N1C=C(C2=CC=C(C=C12)OC)CC(C)OS(=O)(=O)C